CC1(OB(OC1(C)C)C=1C=CC2=C(N(C=N2)CC(F)(F)F)C1)C 6-(4,4,5,5-Tetramethyl-1,3,2-dioxaborolan-2-yl)-1-(2,2,2-trifluoroethyl)benzimidazole